ClC1=C(C(N(C2=CC(=CC=C12)OC)C)=O)C#N 4-chloro-7-methoxy-1-methyl-2-oxo-1,2-dihydroquinoline-3-carbonitrile